IC1=C(C=C(C=C1)C1=CC=CC=C1)C(=O)O 4-iodo-[1,1'-biphenyl]-3-carboxylic acid